NCC1=NNC(C2=CC=C(C=C12)C=1C=NN(C1C1=C(C#N)C(=CC(=C1F)Cl)N1CC(C1)C(F)F)C)=O 2-(4-(4-(aminomethyl)-1-oxo-1,2-dihydrophthalazin-6-yl)-1-methyl-1H-pyrazol-5-yl)-4-chloro-6-(3-(difluoromethyl)azetidin-1-yl)-3-fluorobenzonitrile